FC=1C=C2C(=CC=NC2=CC1)B1OC(C(O1)(C)C)(C)C 6-fluoro-4-(4,4,5,5-tetramethyl-1,3,2-dioxaborolan-2-yl)quinoline